C(C)OC1=C(C=C(C=C1)C1=NOC(=N1)C1CCNCC1)OC 3-(4-ethoxy-3-methoxy-phenyl)-5-(4-piperidinyl)-1,2,4-oxadiazole